The molecule is an alklaoid isolated from Glechoma hederaceae. It has a role as a metabolite. It is an alkaloid, a monocarboxylic acid and a tertiary alcohol. C/C(=C/1\\C[C@H]2[C@]3(CC[C@H]([C@]3(C[C@@]1(N2C)O)C)N)C)/C(=O)O